FC(C1=C(C=C2CCCN(C2=C1)C1=CC=CC=2NC(C[C@H](NC21)C)=O)C=2C=NN(C2)CC2CCNCC2)F (4R)-6-[7-(difluoromethyl)-6-[1-(4-piperidylmethyl)pyrazol-4-yl]-3,4-dihydro-2H-quinolin-1-yl]-4-methyl-1,3,4,5-tetrahydro-1,5-benzodiazepin-2-one